C(C)(C)(C)OC(=O)N1CC(CCC1)(O)C1=CC=CC=C1 N-tert-butoxycarbonyl-3-phenylpiperidin-3-ol